CN1CCC(CC1)NS(=O)(=O)C1=NC2=CC=NC=C2C=C1 N-(1-methylpiperidin-4-yl)-1,6-naphthyridine-2-sulfonamide